pyridin-1-ium dichloride [Cl-].[Cl-].[NH+]1=CC=CC=C1.[NH+]1=CC=CC=C1